(R*)-2-methoxy-N-(4-((S)-1-(2-methyl-1H-imidazol-1-yl)ethyl)phenyl)-2-((R*)-tetrahydrofuran-3-yl)acetamide CO[C@@H](C(=O)NC1=CC=C(C=C1)[C@H](C)N1C(=NC=C1)C)[C@H]1COCC1 |o1:2,20|